FC(C(=O)NC1=C(C(=CC=2N(C(=NC21)C)C)C(F)(F)F)C=2C=1N(C=CC2)C(=NC1I)C(C1=CC(=C(C(=C1)F)F)F)=O)(F)F 2,2,2-trifluoro-N-(5-(1-iodo-3-(3,4,5-trifluorobenzoyl)imidazo[1,5-a]pyridin-8-yl)-1,2-dimethyl-6-(trifluoromethyl)-1H-benzo[d]imidazol-4-yl)acetamide